1-(4-((4-((2'-chloro-4'-fluoro-4-methoxy-[1,1'-biphenyl]-3-yl)amino)-7-methoxy-quinazolin-6-yl)oxy)piperidin-1-yl)prop-2-en-1-one ClC1=C(C=CC(=C1)F)C1=CC(=C(C=C1)OC)NC1=NC=NC2=CC(=C(C=C12)OC1CCN(CC1)C(C=C)=O)OC